C(C)N1C(C2=C3C(C(=CC=C13)NC(\C=C\C=1OC=CC1)=O)=CC=C2)=O (E)-N-(1-ethyl-2-oxo-1,2-dihydrobenzo[cd]indol-6-yl)-3-(furan-2-yl)acrylamide